FC(S(=O)(=O)O)(F)F.NC=1C(=NC(=CC1C1=C2C=NNC2=CC=C1C)Cl)C(=O)N 3-amino-6-chloro-4-(5-methyl-1H-indazol-4-yl)pyridinecarboxamide trifluoromethanesulfoNate